di-tert-butoxycarbonyl-N'-(fluorosulfonyl)guanidine C(C)(C)(C)OC(=O)N(C(=N)NS(=O)(=O)F)C(=O)OC(C)(C)C